1-Ethyl 5-[[(1S,2R)-2-hydroxycyclohexyl]amino]pyrazolo[1,5-a]pyrimidine-3-carboxylate O[C@H]1[C@H](CCCC1)NC1=NC=2N(C=C1)N=CC2C(=O)OCC